5-(2-chloro-5-(isobutyramidomethyl)benzamido)-1-methyl-N-(4-(trifluoromethyl)phenyl)-1H-indole-2-carboxamide ClC1=C(C(=O)NC=2C=C3C=C(N(C3=CC2)C)C(=O)NC2=CC=C(C=C2)C(F)(F)F)C=C(C=C1)CNC(C(C)C)=O